ClC1=C(C=CC=C1C1=C(C(=NC=C1)C1=CC(=C(C=C1)CNC[C@H]1NC(CC1)=O)OC)Cl)NC1=NC=CC(=C1F)CNCC(=O)O (S)-((2-((2-chloro-3-(3-chloro-2-(3-methoxy-4-((((5-oxopyrrolidin-2-yl)methyl)amino)methyl)phenyl)pyridin-4-yl)phenyl)amino)-3-fluoropyridin-4-yl)methyl)glycine